(S)-4-ethyl-4,9-dihydroxy-10-((isopropylamino)methyl)-1,12-dihydro-14H-pyrano[3',4':6,7]indolizino[1,2-b]quinoline-3,14(4H)-dione C(C)[C@]1(C(OCC=2C(N3CC=4C(=NC=5C=CC(=C(C5C4)CNC(C)C)O)C3=CC21)=O)=O)O